S(=O)(=O)([O-])[O-].OC(CC(C)[P+](CCC)(CCC)CCCC)C.OC(CC(C)[P+](CCCC)(CCC)CCC)C (3-hydroxy-1-methyl-n-butyl)-n-butyl-di-n-propylphosphonium sulfate